C(CCC)OCN(C(C(=C)C)=O)COC N-butoxymethyl-N-(methoxymethyl)methacrylamide